N,N,N'-tris(2-hydroxypropyl)-N'-(2-hydroxyethyl) ethylenediamine sulfamate S(N)(O)(=O)=O.OC(CN(CCN(CCO)CC(C)O)CC(C)O)C